COC(C1=CC(=CC(=C1)C1CC(C1)=O)C)=O 3-methyl-5-(3-oxocyclobutyl)benzoic acid methyl ester